C1(CC1)C=1N=C(N=NC1)N 5-cyclopropyl-1,2,4-triazin-3-amine